N-Decylbenzothiazolium C(CCCCCCCCC)[N+]1=CSC2=C1C=CC=C2